tert-Butyl 3-(4-(2,2,2-trifluoroethyl)phenyl)azetidine-1-carboxylate FC(CC1=CC=C(C=C1)C1CN(C1)C(=O)OC(C)(C)C)(F)F